C(C)(C)(C)OC(=O)N1C[C@@H](CC1)OCCCCC1=NC2=NC=CC=C2C=C1 (R)-3-(4-(1,8-naphthyridin-2-yl)butoxy)pyrrolidine-1-carboxylic acid tert-butyl ester